methyl (2E)-2-azido-3-[5-(benzyloxy)-2-chlorophenyl]prop-2-enoate N(=[N+]=[N-])\C(\C(=O)OC)=C\C1=C(C=CC(=C1)OCC1=CC=CC=C1)Cl